CN1N=CC=C1C1CC(CCC1)=O 3-(1-methyl-1H-pyrazol-5-yl)cyclohexan-1-one